(R)-6-Chloro-3-[1-(2,4,7-trimethyl-1-oxo-3-phenylisoquinolin-5-yl)ethylamino]pyridine-2-carboxylic acid ClC1=CC=C(C(=N1)C(=O)O)N[C@H](C)C1=C2C(=C(N(C(C2=CC(=C1)C)=O)C)C1=CC=CC=C1)C